2,4-diaminobenzoyl peroxide NC1=C(C(=O)OOC(C2=C(C=C(C=C2)N)N)=O)C=CC(=C1)N